N-[(2R,3S)-5,6-Difluoro-3-hydroxy-2-methyl-3,4-dihydro-2H-1-benzopyran-4-yl]-6-{1H-pyrrolo[2,3-b]pyridin-4-yl}pyridine-3-carboxamide FC1=C(C=CC2=C1C([C@@H]([C@H](O2)C)O)NC(=O)C=2C=NC(=CC2)C2=C1C(=NC=C2)NC=C1)F